FC1=C(C(=CC=C1)F)C=1C(=C(N=NC1)C(=O)O)NC1=NC=C(C=C1F)N1CCN(CC1)C (2,6-difluorophenyl)-4-((3-fluoro-5-(4-methylpiperazin-1-yl)pyridin-2-yl)amino)pyridazine-3-carboxylic acid